C(C1CCCO1)NCCN N-Tetrahydrofurfuryl-1,2-ethandiamin